N,N-dinonylaminoacetic acid C(CCCCCCCC)N(CCCCCCCCC)CC(=O)O